2-(2-((3R,4R)-3-amino-4-fluoropiperidin-1-yl)-5,6-difluoro-1H-benzo[d]imidazol-1-yl)-1-(3-(trifluoromethyl)piperidin-1-yl)ethan-1-one N[C@@H]1CN(CC[C@H]1F)C1=NC2=C(N1CC(=O)N1CC(CCC1)C(F)(F)F)C=C(C(=C2)F)F